ClC=1C=C2C=C(C(=NC2=CC1)C1=CC=C(C=C1)Cl)OC1=CC=CC=C1 6-chloro-2-(4-chlorophenyl)-3-phenoxyquinoline